N1-((1S)-3-chloro-2-oxo-1-{[(3S)-2-oxopyrrolidin-3-yl]methyl}propyl)-4-methyl-N2-[(2R)-tetrahydrofuran-2-ylcarbonyl]-L-leucinamide ClCC([C@H](C[C@H]1C(NCC1)=O)NC([C@@H](NC(=O)[C@@H]1OCCC1)CC(C)(C)C)=O)=O